2-(4-pyridinyl)-2-methyl-4-acetoxy-5-amino-3(2H)-furanone N1=CC=C(C=C1)C1(OC(=C(C1=O)OC(C)=O)N)C